OCCN(C1=CC=C(C=C1)N=NC1=C(C=C(C(=C1)C)N=NC1=C(C=C(C=C1)C)[N+](=O)[O-])OC)CCO 2-[N-(2-hydroxyethyl)-4-[[2-methoxy-5-methyl-4-[(4-methyl-2-nitrophenyl)diazenyl]phenyl]diazenyl]anilino]ethanol